seleninium [Se+]1=CC=CC=C1